ClC=1C=C(OC2CCC(CC2)NC(=O)C2=CC=C(N=N2)N2CCN(CC2)C(=O)OC(C)(C)C)C=CC1C#N tert-Butyl 4-(6-(((1r,4r)-4-(3-chloro-4-cyanophenoxy)cyclohexyl)carbamoyl)pyridazin-3-yl)piperazine-1-carboxylate